N1=C(C=CC2=CC=CC=C12)C(=O)O[C@H](C(=O)C1=CC=C(C=C1)Cl)C1=CC=CC=C1 (S)-2-(4-chlorophenyl)-2-oxo-1-phenylethyl quinoline-2-carboxylate